N-((3S,4S)-4-azidotetrahydro-2H-pyran-3-yl)-6-(2,6-difluoro-3,5-dimethoxyphenyl)-8-(3-methoxyazetidin-1-yl)pyrido[3,4-d]pyrimidine-2-amine N(=[N+]=[N-])[C@@H]1[C@@H](COCC1)NC=1N=CC2=C(N1)C(=NC(=C2)C2=C(C(=CC(=C2F)OC)OC)F)N2CC(C2)OC